1-bromomethyl acrylate C(C=C)(=O)OCBr